CC(CCCCCC(=O)Cl)(C)C trimethyl-heptanoyl chloride